tert-butyl (R)-2-((1-(3,4-dichlorophenyl)-4,5-dihydro-1H-pyrazol-3-yl)carbamoyl)morpholine-4-carboxylate ClC=1C=C(C=CC1Cl)N1N=C(CC1)NC(=O)[C@H]1CN(CCO1)C(=O)OC(C)(C)C